tert-butyl 2-(2-methyl-5-nitro-indazol-7-yl)acetate CN1N=C2C(=CC(=CC2=C1)[N+](=O)[O-])CC(=O)OC(C)(C)C